1,1,1-triethyl-3,5,5,5-tetramethyl-3-(trimethylsiloxy)trisiloxane C(C)[Si](O[Si](O[Si](C)(C)C)(O[Si](C)(C)C)C)(CC)CC